(S)-3-((2-((2-(difluoromethoxy)-4-(4-(3,4-dimethylpiperazin-1-yl)piperidin-1-yl)phenyl)amino)-5-(trifluoromethyl)pyrimidin-4-yl)amino)thiophene-2-carboxamide FC(OC1=C(C=CC(=C1)N1CCC(CC1)N1C[C@@H](N(CC1)C)C)NC1=NC=C(C(=N1)NC1=C(SC=C1)C(=O)N)C(F)(F)F)F